{(5S)-2-[3,5-difluoro-4-({3-[(2R)-1,1,1-trifluoropropan-2-yl]-1H-pyrrolo[2,3-b]pyridin-4-yl}oxy)anilino]-5-fluoro-5,6-dihydro-4H-1,3-oxazin-5-yl}methanol FC=1C=C(NC=2OC[C@@](CN2)(F)CO)C=C(C1OC1=C2C(=NC=C1)NC=C2[C@H](C(F)(F)F)C)F